9-(2-(4-nitrophenoxy)ethyl)-9H-purin-6-amine [N+](=O)([O-])C1=CC=C(OCCN2C3=NC=NC(=C3N=C2)N)C=C1